BrCC=1C=C(C=CC1)C1=CC=CC=C1 3-(bromomethyl)biphenyl